ClC1=CN=C2C(=N1)NC=C2C2=NC(=C(C(=N2)N[C@@H]2[C@H](C1CCC2CC1)C(=O)O)F)C=1SC(=CC1)Cl (2S,3S)-3-((2-(3-chloro-5H-pyrrolo[2,3-b]pyrazin-7-yl)-6-(5-chlorothiophen-2-yl)-5-fluoropyrimidin-4-yl)amino)bicyclo[2.2.2]octane-2-carboxylic acid